COC(=O)[C@@H]1N(CCN(C1)CCOC)C(=O)OC(C)(C)C (R)-4-(2-methoxy-ethyl)-piperazine-1,2-dicarboxylic acid 1-tert-butyl 2-methyl ester